2,3-Dimethyl-2-(2-propyl)-butyric acid CC(C(=O)O)(C(C)C)C(C)C